CO[C@@H]1C[C@@H](CC1)NC=1C2=C(N=C(N1)C(=O)NC1=CC=CC=C1)SC=C2 |r| rac-4-(((1R,3S)-3-Methoxycyclopentyl)amino)-N-phenylthieno[2,3-d]pyrimidine-2-carboxamide